C(#N)C1=C(C=CC=C1)[C@H]([C@@H](C)C=1N(C(C(=C(N1)C(=O)NC=1C=NOC1)O)=O)C)C=1C=NN(C1)CCCOC 2-((1S,2R)-1-(2-cyanophenyl)-1-(1-(3-methoxypropyl)-1H-pyrazol-4-yl)propan-2-yl)-5-hydroxy-N-(isoxazol-4-yl)-1-methyl-6-oxo-1,6-dihydropyrimidine-4-carboxamide